2-[3-Fluoro-4-(4,4,5,5-tetramethyl-1,3,2-dioxaborolan-2-yl)phenyl]ethanol FC=1C=C(C=CC1B1OC(C(O1)(C)C)(C)C)CCO